N1CC(=CC1)C1=CN=C2C=CC(=NC2=C1)C=1N=CNC1C1=NC(=CC=C1)C 7-(2,5-dihydro-1H-pyrrol-3-yl)-2-[5-(6-methyl-2-pyridyl)-1H-imidazol-4-yl]-1,5-naphthyridine